N-(6-((8'-(hydroxymethyl)-1',5'-dioxo-1',5'-dihydro-2'H-spiro[cyclohexane-1,3'-imidazo[1,5-a]pyridin]-6'-yl)amino)pyrimidin-4-yl)cyclopropanecarboxamide OCC1=C2N(C(C(=C1)NC1=CC(=NC=N1)NC(=O)C1CC1)=O)C1(NC2=O)CCCCC1